C(CC=O)=O 1,3-propanedialdehyde